1-(3-bromo-5-fluoro-2-methoxyphenyl)ethanone BrC=1C(=C(C=C(C1)F)C(C)=O)OC